N1-(3-((2-(4-methoxyphenyl)quinolin-4-yl)amino)propyl)-N1,N4-dimethylbutane-1,4-diamine trihydrochloride Cl.Cl.Cl.COC1=CC=C(C=C1)C1=NC2=CC=CC=C2C(=C1)NCCCN(CCCCNC)C